(S)-N-(cyclopropylmethyl)-6-(trifluoromethyl)-2,3-dihydrobenzofuran-3-amine C1(CC1)CN[C@@H]1COC2=C1C=CC(=C2)C(F)(F)F